7-(2-Aminophenyl)-2-(4-hydroxyphenyl)-4,5,6,7-tetrahydropyrazolo[1,5-a]pyrimidine-3-carbonitrile NC1=C(C=CC=C1)C1CCNC=2N1N=C(C2C#N)C2=CC=C(C=C2)O